BrC1=CC(=C(C=C1C)C=C1CN(C1)C(=O)OC(C)(C)C)C tert-butyl 3-[(4-bromo-2,5-dimethyl-phenyl)methylene]azetidine-1-carboxylate